C(C(C)(C)C)C1=CC=C(C=C1)OB(O)O (4-neopentylphenyl)boric acid